CN1CCCN(CCCN(CCC1)C)C 1,5,9-Trimethyl-1,5,9-triazacyclododecan